BrC1=CC=2N(C=3C4=C(C=CC3C2N=C1)C(CC4)=O)C(C4CCOCC4)C4=CC=CC=C4 8-bromo-10-(phenyl-(tetrahydro-2H-pyran-4-yl)methyl)-1,10-dihydrocyclopenta[g]pyrido[3,2-b]indol-3(2H)-one